4-Amino-2-((4-(2-methoxyethyl)piperazin-1-yl)methyl)phenol NC1=CC(=C(C=C1)O)CN1CCN(CC1)CCOC